N-(2-cyanoethyl)-N,N-di(3,3-dimethylbut-2-yl)-amine C(#N)CCN(C(C)C(C)(C)C)C(C)C(C)(C)C